C(C)(C)(C)NC(=O)N1CCC2(CN(C2)C2=NC=C(C=C2)C2=NOC(=N2)C(F)(F)F)CC1 N-(tert-butyl)-2-(5-(5-(trifluoromethyl)-1,2,4-oxadiazol-3-yl)pyridin-2-yl)-2,7-diazaspiro[3.5]nonane-7-carboxamide